tert-butyl 3-(2-(benzyloxyamino)-2-oxoethyl)azetidine-1-carboxylate C(C1=CC=CC=C1)ONC(CC1CN(C1)C(=O)OC(C)(C)C)=O